(S)-(2-(4-((2,3-dihydrobenzo[b][1,4]dioxin-2-yl)methyl)piperazin-1-yl)phenyl)methanol O1C2=C(OC[C@@H]1CN1CCN(CC1)C1=C(C=CC=C1)CO)C=CC=C2